tert-Butyl (1S,4S)-5-((2-((5-(2,3-dihydrobenzo[b][1,4]dioxine-6-carboxamido)-2-fluorophenyl)carbamoyl)benzo[b]thiophen-6-yl)methyl)-2,5-diazabicyclo[2.2.1]heptane-2-carboxylate O1C2=C(OCC1)C=C(C=C2)C(=O)NC=2C=CC(=C(C2)NC(=O)C2=CC1=C(S2)C=C(C=C1)CN1[C@@H]2CN([C@H](C1)C2)C(=O)OC(C)(C)C)F